CC1=CC(=C(C(N1)Cl)C#N)C1=CC=C(C=C1)N 6-methyl-4-(4-aminophenyl)-2-chloro-1,2-dihydropyridine-3-carbonitrile